methyl 2-(3,8-diphenylmethyl-3,8-diazabicyclo[3.2.1]octan-1-yl)acetate C1(=CC=CC=C1)CN1CC2(CCC(C1)N2CC2=CC=CC=C2)CC(=O)OC